4-((1-(2,2-dimethyl-4,6-dioxo-1,3-dioxane-5-ylidene)ethyl)amino)thiophene-3-carboxylic acid methyl ester COC(=O)C1=CSC=C1NC(C)=C1C(OC(OC1=O)(C)C)=O